2,7-diphenylpyrazolo[1,5-a]pyrimidine-5-carbonitrile C1(=CC=CC=C1)C1=NN2C(N=C(C=C2C2=CC=CC=C2)C#N)=C1